ClC1=CC2=C(N(C(N=C2N2[C@H](CN(CC2)C(C=C)=O)C)=O)C=2C(=NC=CC2)C(C)(C)C)N=C1C1=C(C=CC=C1O)F 6-chloro-7-(2-fluoro-6-hydroxyphenyl)-1-(2-(2-methyl-2-propanyl)-3-pyridinyl)-4-((2S)-2-methyl-4-(2-propenoyl)-1-piperazinyl)pyrido[2,3-d]pyrimidin-2(1H)-one